BrC1=CC=C(C(=N1)C=O)N1C[C@H](CC1)OC1=NC=C(C=C1)C(F)(F)F (S)-6-bromo-3-(3-(5-(trifluoromethyl)pyridin-2-yloxy)pyrrolidin-1-yl)picolinaldehyde